C(C)SC=1C=C(C=NC1C1=NC2=C(C=NC(=C2)C(F)(F)F)N1C)CC#N 2-[5-ethylsulfanyl-6-[3-methyl-6-(trifluoromethyl)imidazo[4,5-c]pyridin-2-yl]-3-pyridyl]acetonitrile